3-ethylsulfonyl-N-methyl-2-[1-(2,2,3,3,3-pentafluoropropyl)-pyrazolo[3,4-c]pyridin-5-yl]indazol-6-amine C(C)S(=O)(=O)C=1N(N=C2C=C(C=CC12)NC)C=1C=C2C(=CN1)N(N=C2)CC(C(F)(F)F)(F)F